(2S)-2-(5-sulfanyltetrazol-1-yl)propan-1-ol SC1=NN=NN1[C@H](CO)C